4-(4-(cyclopropylmethyl)-1-((5-methoxy-7-methyl-1H-indol-4-yl)methyl)piperidin-2-yl)benzoic acid C1(CC1)CC1CC(N(CC1)CC1=C2C=CNC2=C(C=C1OC)C)C1=CC=C(C(=O)O)C=C1